5-(1-methyl-1H-pyrazol-4-yl)-3-(1-phenylvinyl)thieno[3,2-b]pyridine CN1N=CC(=C1)C1=CC=C2C(=N1)C(=CS2)C(=C)C2=CC=CC=C2